2-(5-methyl-3-((3aS,7aR)-6-methyloctahydro-1H-pyrrolo[2,3-c]pyridin-1-yl)-1,2,4-triazin-6-yl)-5-(trifluoromethoxy)phenol CC=1N=C(N=NC1C1=C(C=C(C=C1)OC(F)(F)F)O)N1CC[C@H]2[C@@H]1CN(CC2)C